(4r,4'r)-2,2'-(cyclopentane-1,1-diyl)bis(4-phenyl-4,5-dihydro-oxazole) C1(CCCC1)(C=1OC[C@H](N1)C1=CC=CC=C1)C=1OC[C@H](N1)C1=CC=CC=C1